(1S,2S)-(-)-2-amino-1,2-diphenylethyl-((methylsulfonylamino))ruthenium (II) N[C@H]([C@H](C1=CC=CC=C1)[Ru]NS(=O)(=O)C)C1=CC=CC=C1